C=1N=CN2C1C1=CC=CC=C1[C@@H]2[C@H]2[C@@H](C=1C=NN(C1CC2)C)O (4S,5S)-5-((S)-5H-Imidazo[5,1-a]isoindol-5-yl)-1-methyl-4,5,6,7-tetrahydro-1H-indazol-4-ol